ClC=1C(=C(C=CC1OC[C@@H]1OCCC1)NC=1C2=C(N=CN1)C=CC(=N2)N2CC1(CCN1C(C=C)=O)C2)F (R)-1-(6-(4-((3-chloro-2-fluoro-4-((tetrahydrofuran-2-yl)methoxy)phenyl)amino)pyrido[3,2-d]pyrimidin-6-yl)-1,6-diazaspiro[3.3]heptan-1-yl)prop-2-en-1-one